(5-(3-chlorobenzamido)-2-methylphenyl)boronic acid ClC=1C=C(C(=O)NC=2C=CC(=C(C2)B(O)O)C)C=CC1